CN1C(N(C2=NC(=NC=C12)C1=C(C=CC=C1)C(=C)C)CC1=CC=C(C=C1)C=1N(C=C(N1)C(F)(F)F)C)=N 7-methyl-9-(4-(1-methyl-4-(trifluoromethyl)-1H-imidazol-2-yl)benzyl)-2-(2-(prop-1-en-2-yl)phenyl)-7,9-dihydro-8H-purin-8-imine